OC=1C(=NC=CC1OC)C(=O)N[C@H](C(=O)OC(C(C)N1C=CC2=CC=C(C=C12)Cl)C)C [2-(6-chloroindol-1-yl)-1-methyl-propyl] (2S)-2-[(3-hydroxy-4-methoxy-pyridine-2-carbonyl) amino]propanoate